CC=1C=C(C=2C3=C(C=NC2C1)C(ON3)=O)C 7,9-dimethyl-1H-[1,2]oxazolo[4,3-c]quinolin-3-one